ClC1=C(C=CC=C1)CC(=O)NC1=C(C=C(C(=C1)S(N=CN(C)C)(=O)=O)C=1C=NN(C1)C(F)F)C(F)(F)F 2-(2-chlorophenyl)-N-{4-[1-(difluoromethyl)-1H-pyrazol-4-yl]-5-{[(dimethylamino)methylene]Sulfamoyl}-2-(trifluoromethyl)phenyl}acetamide